5-chloro-(((5S)-2-oxo-3-(4-(3-oxomorpholin-4-yl)phenyl)-1,3-oxazolin-5-yl)methyl)thiophene-2-carboxamide ClC1=CC(=C(S1)C(=O)N)CC1=CN(C(O1)=O)C1=CC=C(C=C1)N1C(COCC1)=O